1-benzyloxy-N,N-dimethyl-3-tritylsulfanyl-propan-2-amine C(C1=CC=CC=C1)OCC(CSC(C1=CC=CC=C1)(C1=CC=CC=C1)C1=CC=CC=C1)N(C)C